C[C@@H]1N(CC1)C=1N=C(C2=C(N1)CCC2)C=2C=C(C=CC2)NS(=O)(=O)C2=CN=C(S2)NC(C)=O (S)-N-(5-(N-(3-(2-(2-methylazetidin-1-yl)-6,7-dihydro-5H-cyclopenta[d]pyrimidin-4-yl)phenyl)sulfamoyl)thiazol-2-yl)acetamide